1-bromo-8,8-dimethyl-10-nonyl-7,9,11-trioxa-8-silaheptadecane BrCCCCCCO[Si](OC(OCCCCCC)CCCCCCCCC)(C)C